4-(2-(4-(3-morpholinopropoxy)phenyl)thiazol-4-yl)aniline O1CCN(CC1)CCCOC1=CC=C(C=C1)C=1SC=C(N1)C1=CC=C(N)C=C1